Di-Isodecyl Sulfosuccinate S(=O)(=O)(O)C(C(=O)OCCCCCCCC(C)C)CC(=O)OCCCCCCCC(C)C